N-(2-(2,6-dioxopiperidin-3-yl)-1-oxoisoindolin-5-yl)-4-methyl-3,4-dihydroquinoxaline-1(2H)-carboxamide O=C1NC(CCC1N1C(C2=CC=C(C=C2C1)NC(=O)N1CCN(C2=CC=CC=C12)C)=O)=O